4,5-dicyano-1,2,3-triazolat C(#N)C1(N=NN=C1C#N)C(=O)[O-]